[Au].CNC(C1=NC=C(C=C1)N1CCC(CC1)N1N=CC(=C1)C1=NC2=CC=CC=C2C(N1)=O)=O N-methyl-5-(4-(4-(4-oxo-3,4-dihydro-quinazolin-2-yl)-1H-pyrazol-1-yl)piperidin-1-yl)picolinamide gold